methyl 2,5-dichloro-6-[(R)-2-((R)-3-chloro-2-hydroxy-propoxy)-1-methyl-ethylamino]-pyrimidine-4-carboxylate ClC1=NC(=C(C(=N1)C(=O)OC)Cl)N[C@@H](COC[C@H](CCl)O)C